C1CCC12CCCN2C2=NC(=CC=C2C(=O)NS(=O)(=O)C2=CC=NN2)C2=CC(=CC(=C2)OCC(C)C)F 2-(8-Azaspiro[3.4]octan-8-yl)-6-(3-fluoro-5-isobutoxyphenyl)-N-(1H-pyrazol-5-ylsulfonyl)pyridin-3-carboxamid